2-(trifluoromethoxy)-1-(4-(trifluoromethyl)phenyl)ethan-1-one FC(OCC(=O)C1=CC=C(C=C1)C(F)(F)F)(F)F